BrC1=CC=C(C=C1)C(C(=O)N)(F)F 2-(4-bromophenyl)-2,2-difluoroacetamide